COCCOCC ethyleneglycol ethyl methyl ether